methyl-4,4-difluoro-L-proline CN1[C@@H](CC(C1)(F)F)C(=O)O